1,2,2-trifluoroethyl 1,1,2-Trifluoroethyl ether FC(CF)(F)OC(C(F)F)F